FC1=C(C(=CC=C1NS(=O)(=O)C1=CC(=C(C=C1)F)C(F)(F)F)F)C=1C=C2C=NC(=NC2=CC1)NC(C(C)(C)C)=O N-(6-(2,6-difluoro-3-(4-fluoro-3-(trifluoromethyl)phenylsulfonamido)phenyl)quinazolin-2-yl)pivaloamide